(5R)-7-(6-chloro-7-(5,6-dimethyl-1H-indazol-4-yl)-8-fluoro-2-((tetrahydro-1H-pyrrolizin-7a(5H)-yl)methoxy)quinazolin-4-yl)-1,3,7-triazaspiro[4.5]decane-2,4-dione ClC=1C=C2C(=NC(=NC2=C(C1C1=C2C=NNC2=CC(=C1C)C)F)OCC12CCCN2CCC1)N1C[C@@]2(C(NC(N2)=O)=O)CCC1